CC(C)CCNC1=NC=NC2=C1NC=N2 N6-isopentyladenine